4-(4-benzhydrylpiperazin-1-yl)-2-(1H-indol-5-yloxy)-N-[3-nitro-4-(tetrahydropyran-4-ylmethylamino)phenyl]sulfonyl-benzamide C(C1=CC=CC=C1)(C1=CC=CC=C1)N1CCN(CC1)C1=CC(=C(C(=O)NS(=O)(=O)C2=CC(=C(C=C2)NCC2CCOCC2)[N+](=O)[O-])C=C1)OC=1C=C2C=CNC2=CC1